tris(2-formylethyl)phosphonium hydrochloride Cl.C(=O)CC[PH+](CCC=O)CCC=O